C(C)OC=1C=C(C=2N(C1)N=CC2C#N)C=2C=NC(=CC2)N2CCC(CC2)(OC)C#CCO 6-ethoxy-4-(6-(4-(3-hydroxy-prop-1-yn-1-yl)-4-methoxypiperidin-1-yl)pyridin-3-yl)pyrazolo[1,5-a]pyridine-3-carbonitrile